C(C)C(CCCCCC)O ethylheptan-1-ol